C(C)C1=C(N=NN1C1=C(C=CC=C1)F)C(=O)NC1=NC2=CC=CC=C2C=C1 5-Ethyl-1-(2-fluorophenyl)-N-(chinolin-2-yl)-1H-1,2,3-triazol-4-carboxamid